OCCC1=NN=CC2=CC=CC=C12 2-hydroxyethyl-2,3-naphthyridine